CC1(C(=O)NC(=O)N1CO)C hydroxymethyl-5,5-dimethylhydantoin